2-bromoethyl-ethylbenzene BrCCC1=C(C=CC=C1)CC